3-(4-bromo-2-fluoro-phenoxy)-5-[(2-chloro-3-fluoro-4-pyridyl)oxy]-4-methyl-pyridine BrC1=CC(=C(OC=2C=NC=C(C2C)OC2=C(C(=NC=C2)Cl)F)C=C1)F